N-(1-(2-methyl-1-(neopentylamino)propan-2-yl)-1H-imidazol-4-yl)pentanamide dihydrobromide Br.Br.CC(CNCC(C)(C)C)(C)N1C=NC(=C1)NC(CCCC)=O